N-((6-ethyl-1-(4-(trifluoromethyl)phenyl)-2,3-dihydro-1H-pyrido[2,3-b][1,4]oxazin-3-yl)methyl)acetamide C(C)C=1C=CC2=C(OC(CN2C2=CC=C(C=C2)C(F)(F)F)CNC(C)=O)N1